2-chloro-7-(6-cyclopropoxypyridin-3-yl)-5,7-dihydro-6H-pyrrolo[2,3-d]pyrimidin-6-one ClC=1N=CC2=C(N1)N(C(C2)=O)C=2C=NC(=CC2)OC2CC2